The molecule is a 1-acyl-sn-glycero-3-phospho-1D-myo-inositol in which the 1-acyl group is specified as stearoyl. It has a role as a human metabolite. It derives from an octadecanoic acid. It is a conjugate acid of a 1-octadecanoyl-sn-glycero-3-phospho-D-myo-inositol(1-). CCCCCCCCCCCCCCCCCC(=O)OC[C@H](COP(=O)(O)OC1[C@@H]([C@H](C([C@H]([C@H]1O)O)O)O)O)O